C(#N)C1=CC=2N(N=C1)C(=CC2)C2=CC(=C(C=N2)C2=NN=C(S2)C2C1CC(C(C2)C1)NC(C)=O)NC(C)C N-(5-(5-(6-(3-cyanopyrrolo[1,2-b]pyridazin-7-yl)-4-(isopropylamino)pyridin-3-yl)-1,3,4-thiadiazol-2-yl)bicyclo[2.2.1]heptan-2-yl)acetamide